chloro-7-(3-fluoro-4-methoxyphenyl)-4H-pyrido[1,2-a]pyrimidin-4-one ClC=1N=C2N(C(C1)=O)C=C(C=C2)C2=CC(=C(C=C2)OC)F